NC1=C(C=C(N=N1)C1=C(C=CC=C1)O)N1CC2CCC(C1)N2C2=CC(=NC=C2)C#CC2NCC2 2-(6-amino-5-(8-(2-(azetidin-2-ylethynyl)pyridin-4-yl)-3,8-diazabicyclo[3.2.1]oct-3-yl)pyridazin-3-yl)phenol